C(#C)C1=C(C=CC=C1)C1=CN=C(C=C1C(=O)OC)OC methyl 5-(2-ethynylphenyl)-2-methoxyisonicotinate